CCCCC[C@H](/C=C/C=C\\CCCCCCCC(=O)[O-])O The molecule is a 13-HODE(1-) that is the conjugate base of 13(R)-HODE, obtained by deprotonation of the carboxy group; major species at pH 7.3. It is an organic molecular entity and a 13-HODE(1-). It is a conjugate base of a 13(R)-HODE. It is an enantiomer of a 13(S)-HODE(1-).